CC1=C(CC(=C(C1)C)C)C 1,2,4,5-tetramethyl-1,4-cyclohexadiene